CC(C(=O)O)(C\C=C\CC(C)C)C (E)-2,2,7-trimethyloct-4-enoic acid